C1(=CC=CC=C1)C1=CC(=NC=N1)OC1CN(CC1)CC(=O)N 2-(3-((6-phenylpyrimidin-4-yl)oxy)pyrrolidin-1-yl)acetamide